C(C)NC(C1=NC(=C(C=C1)N1CCNCC1)F)=O N-ethyl-6-fluoro-5-(piperazin-1-yl)picolinamide